CO[C@@H]1CN(CC1)C=1C=C2C(=CC=NC2=CC1)C(=O)O (S)-6-(3-methoxypyrrolidin-1-yl)quinoline-4-carboxylic acid